ethyl 2-[[3-(tert-butoxycarbonylamino)-1-(3-thienyl)propyl] amino]-6-chloro-pyridine-3-carboxylate C(C)(C)(C)OC(=O)NCCC(C1=CSC=C1)NC1=NC(=CC=C1C(=O)OCC)Cl